CN1CCCC1=O (S)-1-methyl-5-oxopyrrolidin